FC=1C(=C(C=C(C1)CC1=CN=CO1)[C@@H](C(=O)O)N1C[C@@H](CC1)OCCCCCC1=NC=2NCCCC2C(=C1)C)OC (S)-2-(3-fluoro-2-methoxy-5-(oxazol-5-ylmethyl)phenyl)-2-((R)-3-((5-(4-methyl-5,6,7,8-tetrahydro-1,8-naphthyridin-2-yl)pentyl)oxy)pyrrolidin-1-yl)acetic acid